CN1C2=C(OC[C@@H](C1=O)NC(C(=O)NCCC1=CC=CC=C1)=O)C=CC(=C2)C#CC2CCNCC2 (S)-N1-(5-methyl-4-oxo-7-(piperidin-4-ylethynyl)-2,3,4,5-tetrahydrobenzo[b][1,4]oxazepin-3-yl)-N2-phenethyloxalamide